C(C)(C)(C)OC([C@@H](COC1=CC=C2C=C(N=CC2=C1)NCC1CN(C1)C(=O)OC(C)(C)C)O[Si](C)(C)C(C)(C)C)=O tert-butyl (R)-3-(((7-(3-(tert-butoxy)-2-((tert-butyldimethylsilyl)oxy)-3-oxopropoxy)isoquinolin-3-yl)amino)methyl)azetidine-1-carboxylate